disodium 4,4'-bis-(4-phenyl-2,1,3-triazol-2-yl)-stilbene-2,2'-disulphonate C1(=CC=CC=C1)C1=NN(N=C1)C=1C=C(C(=CC1)C=CC=1C(=CC(=CC1)N1N=CC(=N1)C1=CC=CC=C1)S(=O)(=O)[O-])S(=O)(=O)[O-].[Na+].[Na+]